6-chloro-4-((2S)-2-methyl-4-(2-propenoyl)-1-piperazinyl)-1-(2-(2-propanyl)phenyl)-7-(2-thiophenyl)pyrido[2,3-d]pyrimidin-2(1H)-one ClC1=CC2=C(N(C(N=C2N2[C@H](CN(CC2)C(C=C)=O)C)=O)C2=C(C=CC=C2)C(C)C)N=C1C=1SC=CC1